mercaptomethylthiomethyl-1,3-dithiolane SCSCC1SCCS1